CC=1C=NN(C1)CC(=O)O 2-(4-methyl-1H-pyrazol-1-yl)acetic acid